(R)-(6-(4-(5-fluoro-2-((tetrahydro-2H-pyran-4-yl)oxy)phenyl)piperidin-1-yl)-2-azaspiro[3.4]octan-2-yl)(1-fluorocyclopropyl)methanone FC=1C=CC(=C(C1)C1CCN(CC1)[C@H]1CC2(CN(C2)C(=O)C2(CC2)F)CC1)OC1CCOCC1